Bis(3,4,5-trihydroxybenzyl)terephthalamide OC=1C=C(CC=2C(=C(C(=O)N)C=CC2C(=O)N)CC2=CC(=C(C(=C2)O)O)O)C=C(C1O)O